C(C)OS(=O)(=O)CC1=CC(=CC(=C1)F)F 1-(3,5-difluorophenyl)methanesulfonic acid ethyl ester